O=C1N(C(C=C1)=O)CCC(=O)NCCCC(C(=O)OC(C)(C)C)C(=O)OC(C)(C)C Di-tert-butyl 2-(3-(3-(2,5-dioxo-2,5-dihydro-1H-pyrrol-1-yl)propanamido) propyl)malonate